C(CCCCCC(C)(C)C)(=O)[O-].[Bi+2].C(CCCCCC(C)(C)C)(=O)[O-] bismuth(II) neodecanoate